NC=1C=C(C=CC1)C=1C=C(N(C1)CCC)C(=O)C1=CC(=C(C(=C1)OC)OC)OC [4-(3-aminophenyl)-1-propyl-1H-pyrrol-2-yl](3,4,5-trimethoxyphenyl)methanone